FC=1C=C(C=NC1)S(=O)(=O)C1=CC=C(C=C1)CNC(=O)C1=CC=2C=NC=CC2N1 N-{[4-(5-fluoropyridine-3-sulfonyl)phenyl]methyl}-1H-pyrrolo[3,2-c]pyridine-2-carboxamide